BrC12C(C(=CC(=C1)F)F)(Br)O2 1,2-Dibromo-3,5-difluorobenzene oxide